C(C)OC(=O)C=1OC2=C(C1C)C=CC(=C2)S(N(CC)C2=C(C=C(C=C2)Cl)CN(CC=2OC=CC2)C(C2=C(C=CC=C2)Cl)=O)(=O)=O 6-(N-(4-chloro-2-((2-chloro-N-(furan-2-ylmethyl)benzoylamino)methyl)phenyl)-N-ethylsulfamoyl)-3-Methylbenzofuran-2-carboxylic acid ethyl ester